ClC1=C(C=C(N=N1)NC(C(C)(C)C)=O)C(COC)O N-[6-chloro-5-(1-hydroxy-2-methoxy-ethyl)pyridazin-3-yl]-2,2-dimethyl-propanamide